C(C)(C)(C)OC(=O)N1CC(C=2C3=C(C(NC2C1)=O)C=C(C(=C3)F)F)NC 8,9-difluoro-1-(methylamino)-6-oxo-1,4,5,6-tetrahydrobenzo[c][1,7]naphthyridine-3(2H)-carboxylic acid tert-butyl ester